FC(COP1OCCO1)(C(F)(F)F)F 2-(2,2,3,3,3-pentafluoropropoxy)-1,3,2-dioxaphospholane